methyl 2-(6-azaspiro[2.5]oct-1-yl)-1-(2-methoxyethyl)-1H-benzoimidazole-6-carboxylate C1(CC12CCNCC2)C2=NC1=C(N2CCOC)C=C(C=C1)C(=O)OC